4-(4-dimethylaminostyryl)picoline p-chlorobenzenesulfonate ClC1=CC=C(C=C1)S(=O)(=O)O.CN(C1=CC=C(C=CC2=CC(=NC=C2)C)C=C1)C